(2-(1-(cyclopropylmethyl)-1,6,7,8-tetrahydropyrrolo[2,3-e]indol-2-yl)-7-fluoro-1-methyl-1H-benzo[d]imidazol-5-yl)methanone C1(CC1)CN1C(=CC=2C1=C1CCNC1=CC2)C2=NC1=C(N2C)C(=CC(=C1)C=O)F